methyl 2-(2H-1,2,3-triazol-2-yl)propanoate N=1N(N=CC1)C(C(=O)OC)C